7-(2-(3,8-Diazabicyclo[3.2.1]octan-3-yl)ethoxy)-4-propyl-8-(1,2,3,4-tetrahydroquinoline-1-carbonyl)-2H-chromen-2-one C12CN(CC(CC1)N2)CCOC2=CC=C1C(=CC(OC1=C2C(=O)N2CCCC1=CC=CC=C21)=O)CCC